Capric acid-10-13C OC(=O)CCCCCCCC[13CH3]